COS(=O)(=O)C The molecule is a methanesulfonate ester resulting from the formal condensation of methanesulfonic acid with methanol. It has a role as an alkylating agent, a genotoxin, a carcinogenic agent, a mutagen and an apoptosis inducer.